CC(C(CN1C[C@@H]2[C@H](C1)CC(C2)NC=2N=NC(=CC2)C2=C(C(=CC(=C2)F)F)F)O)C 3-methyl-1-((3aR,5s,6aS)-5-((6-(2,3,5-trifluorophenyl)pyridazin-3-yl)amino)hexahydrocyclopenta[c]pyrrol-2(1H)-yl)butan-2-ol